C(C)(C)(C)NC1CN(CC1)C=1N=NC(=CN1)C1=C(C=C(C=C1OC)C=1C=NNC1)O 2-{3-[3-(tert-butylamino)pyrrolidin-1-yl]-1,2,4-triazin-6-yl}-3-methoxy-5-(1H-pyrazol-4-yl)phenol